carboxyindene C(=O)(O)C1C=CC2=CC=CC=C12